2-{1-[2-Hydroxy-3,5-bis(2-methylbut-2-yl)phenyl]ethyl}-4,6-bis(2-methylbut-2-yl)benzene acrylate C(C=C)(=O)O.OC1=C(C=C(C=C1C(C)(CC)C)C(C)(CC)C)C(C)C1=CC(=CC(=C1)C(C)(CC)C)C(C)(CC)C